OC1(COC1)C(=O)NC1=CNC2=CC=C(C=C12)C=1C=NN(C1)C1=CC=C(C=C1)C(F)(F)F 3-hydroxy-N-(5-{1-[4-(trifluoromethyl)phenyl]-1H-pyrazol-4-yl}-1H-indol-3-yl)oxetane-3-carboxamide